CC1=CC=C(C(=O)O[C@@H]2[C@](OC(C2)NC2=NC(NC=C2Br)=O)(COC(C2=CC=C(C=C2)C)=O)C#C)C=C1 (2R,3S)-5-((5-bromo-2-oxo-1,2-dihydropyrimidin-4-yl)amino)-2-ethynyl-2-(((4-methylbenzoyl)oxy)methyl)tetrahydrofuran-3-yl 4-methylbenzoate